C(C)(C)(C)OC(NCCOCCOCCOCCOCCN)=O tert-butyl(14-amino-3,6,9,12-tetraoxatetradecyl)carbamate